C[C@@H]1N[C@@H](C[C@](C1)(O)CC1=CC(=CC=C1)C(F)(F)F)C=1N=NN(C1)C (2S,4S,6S)-2-methyl-6-(1-methyltriazol-4-yl)-4-[[3-(trifluoromethyl)phenyl]methyl]piperidin-4-ol